C(C)(C)(C)OC(N[C@@H]1[C@@H](CN(CC1)S(=O)(=O)C1=CC(=CC=C1)CBr)F)=O |r| racemic-((3R,4S)-1-((3-(bromomethyl)phenyl)sulfonyl)-3-fluoropiperidin-4-yl)-carbamic acid tert-butyl ester